pentaerythritol tetranorbornenecarboxylate C12(C=CC(CC1)C2)C(=O)OCC(COC(=O)C21C=CC(CC2)C1)(COC(=O)C12C=CC(CC1)C2)COC(=O)C21C=CC(CC2)C1